N-(Cyclopentylmethyl)-2'-(4,5-dimethyl-1H-imidazol-2-yl)-3,4'-bipyridine-5-carboxamide trifluoroacetate salt FC(C(=O)O)(F)F.C1(CCCC1)CNC(=O)C=1C=C(C=NC1)C1=CC(=NC=C1)C=1NC(=C(N1)C)C